O=C/C=C/C1=CN=CC(=N1)C#N 6-[(E)-3-oxoprop-1-enyl]pyrazine-2-carbonitrile